(S)-6-(1-amino-1,3-dihydro-spiro[inden-2,4'-piperidin]-1'-yl)-3-(1-(3-cyclopropyl-1H-pyrazol-4-yl)vinyl)-1,5-dihydro-4H-pyrazolo[3,4-d]pyrimidin-4-one N[C@@H]1C2=CC=CC=C2CC12CCN(CC2)C=2NC(C1=C(N2)NN=C1C(=C)C=1C(=NNC1)C1CC1)=O